(Z)-3-((5-(bicyclo[1.1.1]pentan-1-yl)-2-methyl-7-(methylthio)-1,1-dioxido-3-(4,4,4-trifluorobutyl)-2,3,4,5-tetrahydrobenzo[f][1,2,5]thiadiazepin-8-yl)oxy)-2-fluoroacrylic acid C12(CC(C1)C2)N2CC(N(S(C1=C2C=C(C(=C1)O\C=C(\C(=O)O)/F)SC)(=O)=O)C)CCCC(F)(F)F